ClC=1C2=CN(N=C2C(=CC1)S(=O)(=O)NC=1C=C(C=2N(C1)C=C(N2)C)F)C 4-chloro-N-(8-fluoro-2-methyl-imidazo[1,2-a]pyridin-6-yl)-2-methyl-indazole-7-sulfonamide